FC1=CC(=NC(=C1F)F)C(=O)OC(C)C Isopropyl 4,5,6-trifluoropicolinate